4-((4-((2-methyl-4-phenylthiazol-5-yl)oxy)pyridin-2-yl)amino)picolinamide CC=1SC(=C(N1)C1=CC=CC=C1)OC1=CC(=NC=C1)NC1=CC(=NC=C1)C(=O)N